C(=O)(OC)C1=C(C2=CC=CC=C2C=C1)C1=C(C=CC2=CC=CC=C12)C(=O)OC 2,2'-bis(carbomethoxy)-1,1'-binaphthyl